FC1=C2CCN(C2=CC(=C1)F)CC=1C=C(C=C2C(C=C(OC12)N1CCOCC1)=O)C(=O)N1CCN(CC1)C 8-((4,6-difluoroindolin-1-yl)methyl)-6-(4-methylpiperazine-1-carbonyl)-2-morpholino-4H-chromen-4-one